(4-(difluoromethoxy)-3-fluorophenyl)boronic acid FC(OC1=C(C=C(C=C1)B(O)O)F)F